C1(=CC=CC2=CC=CC=C12)NC(C1=CC=CC=C1)C1=CC=CC=C1 naphthalen-1-yl-diphenylmethylamine